menthane-1,2,8-triol C1(C(CC(CC1)C(C)(C)O)O)(C)O